FC=1C=C(C=CC1)NC1N(C(=NC(=N1)N)N1CCCC1)C1=CC(=CC=C1)F N,N1-Bis-(3-fluorophenyl)-6-pyrrolidin-1-yl-[1,3,5]triazine-2,4-diamine